tert-butyl 6-[2-[(1S,3R)-3-(tert-butoxycarbonylamino)cyclohexanecarbonyl]hydrazino]pyridazine-3-carboxylate C(C)(C)(C)OC(=O)N[C@H]1C[C@H](CCC1)C(=O)NNC1=CC=C(N=N1)C(=O)OC(C)(C)C